(2S,4R)-1-((S)-2-(6-Aminohexanoylamino)-3,3-dimethylbutyryl)-4-hydroxy-N-(4-(4-methylthiazol-5-yl)benzyl)pyrrolidine-2-carboxamide NCCCCCC(=O)N[C@H](C(=O)N1[C@@H](C[C@H](C1)O)C(=O)NCC1=CC=C(C=C1)C1=C(N=CS1)C)C(C)(C)C